((R)-4-(7-chloropyrazolo[1,5-a]pyridin-2-yl)-6,7-dihydro-1H-imidazo[4,5-c]pyridin-5(4H)-yl)(4-(difluoromethyl)-2-((R)-1-hydroxyethyl)oxazol-5-yl)methanone ClC1=CC=CC=2N1N=C(C2)[C@@H]2N(CCC1=C2N=CN1)C(=O)C1=C(N=C(O1)[C@@H](C)O)C(F)F